C1=CC=CC=2C3=CC=CC=C3C(C12)(C1=CC=C(N)C=C1)C1=CC=C(N)C=C1 4,4'-(9-fluorenylidene)dianiline